BrCCCCCCCCCC(OCCCCCCC)OCCCCCCC 10-bromo-1,1-diheptyloxy-decane